NC(C(CC(=O)O)O)CC1=CC=CC=C1 gamma-amino-beta-hydroxybenzenepentanoic acid